N-(2-((7-(2,6-dichloro-3,5-dimethoxyphenyl)-5-((1-methylpyrrolidin-3-yl)amino)-2,6-naphthyridin-3-yl)amino)-3-methylphenyl)acryl-amide ClC1=C(C(=C(C=C1OC)OC)Cl)C1=NC(=C2C=C(N=CC2=C1)NC1=C(C=CC=C1C)NC(C=C)=O)NC1CN(CC1)C